8-(1,3-dioxolan-2-yl)-1-(2-(pent-4-en-1-yl)-1,3-dioxolan-2-yl)octan O1C(OCC1)CCCCCCCCC1(OCCO1)CCCC=C